N-ethyl-2,2-difluoro-N-(2,2,2-trifluoro-1-(4-fluorophenyl)ethyl)benzo[d][1,3]dioxole-5-sulfonamide C(C)N(S(=O)(=O)C1=CC2=C(OC(O2)(F)F)C=C1)C(C(F)(F)F)C1=CC=C(C=C1)F